tert-butyl 22-(2-(methylsulfonyl)pyrimidin-5-yl)-17-oxo-4,7,10,13-tetraoxo-16-azadocosapentaenoate CS(=O)(=O)C1=NC=C(C=N1)CCCCCC(NC=CC(C=CC(C=CC(C=CC(C=CC(=O)OC(C)(C)C)=O)=O)=O)=O)=O